2-isocyanatomethyl-2-(3-isocyanatopropyl)-6-isocyanatomethylbicyclo-[2.2.1]-heptane N(=C=O)CC1(C2C(CC(C1)C2)CN=C=O)CCCN=C=O